3,3-Dimethyl-7-(4,4,5,5-tetramethyl-1,3,2-dioxaborolan-2-yl)-2H-pyrazolo[5,1-b]oxazole CC1(N2C(OC1)=C(C=N2)B2OC(C(O2)(C)C)(C)C)C